C(C(C)(C)C)(=O)OCOP(=O)(C)OC1=C(C(=CC(=C1)CCCCC)O)C1=CC(=CC=C1)C ((((6-hydroxy-3'-methyl-4-pentyl-[1,1'-biphenyl]-2-yl)oxy)(methyl)phosphoryl)oxy)methyl pivalate